C(C)OCOC1=C(C(=CC(=C1)C(F)(F)F)C)B1OC(C(O1)(C)C)(C)C 2-[2-(ethoxymethoxy)-6-methyl-4-trifluoromethylphenyl]-4,4,5,5-tetramethyl-1,3,2-dioxaborolane